methyl-1,3-diphenylpent-1-yn-3-ol CC(C(C#CC1=CC=CC=C1)(O)C1=CC=CC=C1)C